sodium 1H-1,2,3-triazole N1N=NC=C1.[Na]